FC=1C=C(C=CC1OC1=C2C(=NC=C1)NN=C2N[C@@]2([C@@H](CCC2)CO)C)NC(=O)C=2C(N(N=CC2)C2=CC=C(C=C2)F)=O N-(3-fluoro-4-((3-(((1S,2R)-2-(hydroxymethyl)-1-methylcyclopentyl)amino)-1H-pyrazolo[3,4-b]pyridin-4-yl)oxy)phenyl)-2-(4-fluorophenyl)-3-oxo-2,3-dihydropyridazine-4-carboxamide